S1C2=C(CC1)C=C(C=C2)C(/C=C/C2=CC(=C(OC(C(=O)OC(C)(C)C)(C)C)C(=C2)C)C)=O tert-butyl (E)-2-(4-(3-(2,3-dihydrobenzo[b]thiophen-5-yl)-3-oxoprop-1-en-1-yl)-2,6-dimethylphenoxy)-2-methylpropanoate